C(C)(C)(C)OC(=O)NC(C(=O)O)C1=C(C=CC=C1)F 2-((tert-butoxycarbonyl)amino)-2-(2-fluorophenyl)acetic acid